FC=1C=C2C(=NC(=NC2=C(C1C1=CC(=CC2=CC=CC(=C12)C#C)O)F)OC)N1C[C@@]2(CC[C@H](C1)N2)C 4-(6,8-difluoro-2-methoxy-4-((1S,5R)-1-methyl-3,8-diaza-bicyclo-[3.2.1]octan-3-yl)quinazolin-7-yl)-5-ethynylnaphthalen-2-ol